N-[3-(3-chloro-4-cyano-phenoxy)-2,2,4,4-tetramethyl-cyclobutyl]-2-(8,11-dioxadispiro[3.2.47.24]tridecan-2-yloxy)pyrimidine-5-carboxamide ClC=1C=C(OC2C(C(C2(C)C)NC(=O)C=2C=NC(=NC2)OC2CC3(C2)CCC2(OCCO2)CC3)(C)C)C=CC1C#N